S1C(=CC=C1)CCCCCC(=O)N thiol-caproamide